2-methylsulfanyl-4,6-diethylamino-1,3,4-triazine CSC1=NC(=CN(N1)NCC)NCC